1-((4-Chlorophenyl)sulfonyl)-3-(2-cyanothiophen-3-yl)-2-(thiophen-2-yl)-1H-indole-5-carboxylic Acid ClC1=CC=C(C=C1)S(=O)(=O)N1C(=C(C2=CC(=CC=C12)C(=O)O)C1=C(SC=C1)C#N)C=1SC=CC1